CCCCCC(CCCCC)OC(=O)C=1OC(=CC1)C(=O)OC(CCCCC)CCCCC Furan-2,5-dicarboxylic acid bis(undec-6-yl)ester